5-[1-[4-[4-[4-amino-3-(4-phenoxyphenyl)pyrazolo[3,4-d]pyrimidin-1-yl]-1-piperidyl]cyclohexyl]azetidin-3-yl]oxy-2-(2,6-dioxo-3-piperidyl)isoindoline-1,3-dione NC1=C2C(=NC=N1)N(N=C2C2=CC=C(C=C2)OC2=CC=CC=C2)C2CCN(CC2)C2CCC(CC2)N2CC(C2)OC=2C=C1C(N(C(C1=CC2)=O)C2C(NC(CC2)=O)=O)=O